ClC=1C=C2CCN(CC2=CC1)S(=O)(=O)N1CCCN(CCCN(C[C@@H](C1)C)S(=O)(=O)C1=CC=C(C=C1)N(C)C)C(=O)OCC1=CC=CC=C1 benzyl (S)-5-((6-chloro-3,4-dihydroisoquinolin-2(1H)-yl) sulfonyl)-9-((4-(dimethylamino) phenyl) sulfonyl)-7-methyl-1,5,9-triazacyclododecane-1-carboxylate